di(4-methoxyphenyl)thiopheneamine COC1=CC=C(C=C1)C=1C(=C(SC1)N)C1=CC=C(C=C1)OC